N-(3-(3,3-dimethyl-1-(4-methyl-4H-1,2,4-triazol-3-yl)cyclobutyl)phenyl)-5-((isobutylamino)methyl)-N-methyl-2-oxo-1-(2,2,2-trifluoroethyl)-1,2-dihydropyridine-3-carboxamide CC1(CC(C1)(C1=NN=CN1C)C=1C=C(C=CC1)N(C(=O)C=1C(N(C=C(C1)CNCC(C)C)CC(F)(F)F)=O)C)C